ethyl 2-(6-bromo-4-chloro-7-methyl-2H-indazol-2-yl)-2-((R)-6-fluoro-3-thioxo-2,5,6,7-tetrahydro-3H-pyrrolo[1,2-c]imidazol-1-yl)acetate BrC=1C=C(C2=CN(N=C2C1C)C(C(=O)OCC)C1=C2N(C(N1)=S)C[C@@H](C2)F)Cl